5-(2-cyano-2-(4-(pyridin-4-yl)phenyl)vinyl-2-hexylthiophen-3-yl)hexafluorocyclopentene C(#N)C(=CC=1C(=C(SC1)CCCCCC)C1C(C(C(=C1F)F)(F)F)(F)F)C1=CC=C(C=C1)C1=CC=NC=C1